BrC=1C2(C3=CC=C(C(=C3C1)Cl)F)CCC1(CC2)OCCO1 2''-bromo-4''-chloro-5''-fluorodispiro[[1,3]dioxolane-2,1'-cyclohexane-4',1''-indene]